(R)-5-(3-(((tert-butyldimethylsilyl)oxy)methyl)-6-chloro-2,3-dihydro-[1,4]dioxino[2,3-e]benzofuran-8-yl)-2-methoxy-7-methylquinoxaline [Si](C)(C)(C(C)(C)C)OC[C@@H]1OC=2C=C(C3=C(C=C(O3)C3=C4N=CC(=NC4=CC(=C3)C)OC)C2OC1)Cl